(1S,3S)-3-((6-(5-(((((1-ethylcyclobutyl)methoxy)carbonyl)amino)methyl)-1-methyl-1H-1,2,3-triazol-4-yl)-2-methylpyridin-3-yl)oxy)cyclohexane-1-carboxylic acid C(C)C1(CCC1)COC(=O)NCC1=C(N=NN1C)C1=CC=C(C(=N1)C)O[C@@H]1C[C@H](CCC1)C(=O)O